BrC1=C(N=C2N(C1=O)C=CC=C2C2=CC=C(C(=O)N(C)CC1(CC1)C#N)C=C2)C(F)(F)F 4-(3-bromo-4-oxo-2-(trifluoromethyl)-4H-pyrido[1,2-a]pyrimidin-9-yl)-N-((1-cyanocyclopropyl)methyl)-N-methylbenzamide